C(CC)C(COC(C=1C(C(=O)OCC(CCCCC)CCC)=CC=CC1)=O)CCCCC di(2-propylheptyl)phthalate